CN1CCC(CC1)CNC=1N=CC2=C(N1)NC=C2C2OC1=C(C(NC2)=O)C=CC=C1 (2-(((1-methylpiperidin-4-yl)methyl)amino)-7H-pyrrolo[2,3-d]pyrimidin-5-yl)-3,4-dihydrobenzo[f][1,4]oxazepin-5(2H)-one